3-[(4-chlorophenyl)methylene]cyclobutanol ClC1=CC=C(C=C1)C=C1CC(C1)O